(1S,3R)-3-(dibenzylamino)cyclohexanol sodium monolaurate C(CCCCCCCCCCC)(=O)[O-].[Na+].C(C1=CC=CC=C1)N([C@H]1C[C@H](CCC1)O)CC1=CC=CC=C1